1-(2-chloro-4,5-dimethyl-phenyl)-3-[(1S)-1-(2-pyrimidin-2-yl-1,2,4-triazol-3-yl)ethyl]urea ClC1=C(C=C(C(=C1)C)C)NC(=O)N[C@@H](C)C=1N(N=CN1)C1=NC=CC=N1